BrC=1C=C(C=C(C1C)Br)C 3,5-dibromo-p-xylene